2-((6-((5-cyclopropyl-3-(2,6-dichlorophenyl)isoxazol-4-yl)methoxy)-2-fluoronaphthalen-1-yl)oxy)-4-fluorobenzoic acid C1(CC1)C1=C(C(=NO1)C1=C(C=CC=C1Cl)Cl)COC=1C=C2C=CC(=C(C2=CC1)OC1=C(C(=O)O)C=CC(=C1)F)F